N-(6-amino-5-methylpyridin-3-yl)-2-(5-methyl-[2,3'-Bipiperidin]-1-yl)-2-oxoacetamide NC1=C(C=C(C=N1)NC(C(=O)N1C(CCC(C1)C)C1CNCCC1)=O)C